dimethyl-bis(2-ethylcyclopentadien-1-yl)silane C[Si](C1=C(C=CC1)CC)(C1=C(C=CC1)CC)C